copper cobalt nickel manganese [Mn].[Ni].[Co].[Cu]